N-(5-(thiophen-2-yl)-1,3,4-oxadiazol-2-yl)-5-(trifluoromethyl)furan-2-carboxamide S1C(=CC=C1)C1=NN=C(O1)NC(=O)C=1OC(=CC1)C(F)(F)F